C(C)(C)(C)OC(=O)N1CCN(CC1)C1CCN(CC1)C1=C(C=C(C(=C1)OC)[N+](=O)[O-])C=1C=NN(C1)C1OCCCC1 4-(1-(5-methoxy-4-nitro-2-(1-(tetrahydro-2H-pyran-2-yl)-1H-pyrazol-4-yl)phenyl)piperidin-4-yl)piperazine-1-carboxylic acid tert-butyl ester